2'-chloro-N-(5-(2-fluoro-6-methoxynicotinoyl)-5,6-dihydro-4H-pyrrolo[3,4-d]thiazol-2-yl)-5'-methoxy-6-methyl-[4,4'-bipyridine]-3-carboxamide ClC1=NC=C(C(=C1)C1=C(C=NC(=C1)C)C(=O)NC=1SC2=C(N1)CN(C2)C(C2=C(N=C(C=C2)OC)F)=O)OC